2-cyano-N-(1-(3-fluorophenyl)ethyl)-3-(1H-pyrrolo[2,3-b]pyridin-3-yl)acrylamide C(#N)C(C(=O)NC(C)C1=CC(=CC=C1)F)=CC1=CNC2=NC=CC=C21